(2,3-dihydro-4H-benzo[b][1,4]oxazin-4-yl)(5-(4-fluorophenyl)-4-methylpyridin-3-yl)methanone O1C2=C(N(CC1)C(=O)C=1C=NC=C(C1C)C1=CC=C(C=C1)F)C=CC=C2